C(#C)C1=C(C=C(C=C1F)F)F 2-ethynyl-1,3,5-trifluorobenzene